tert-butyl (R)-2-(((3-(4-decylphenyl)-1,2,4-oxadiazol-5-yl)methyl)carbamoyl)piperidine-1-carboxylate C(CCCCCCCCC)C1=CC=C(C=C1)C1=NOC(=N1)CNC(=O)[C@@H]1N(CCCC1)C(=O)OC(C)(C)C